p-amino-N'-p-aminobenzoyl-benzoyl-hydrazine NC1=CC=C(C(=O)NNC(C2=CC=C(C=C2)N)=O)C=C1